C1(=CC=CC=C1)S(=O)(=O)CCOC(=O)N[C@@H](CCCCN)C(=O)O 2-(phenylsulfonyl)ethoxycarbonyl-lysine